1-(6-(((1S,3S)-3-((1-(4-methoxybenzyl)-1H-imidazo[4,5-b]pyridin-2-yl)amino)cyclopentyl)amino)pyridin-3-yl)quinolin-2(1H)-one COC1=CC=C(CN2C(=NC3=NC=CC=C32)N[C@@H]3C[C@H](CC3)NC3=CC=C(C=N3)N3C(C=CC2=CC=CC=C32)=O)C=C1